C(C1=CC=CC=C1)OC=1N=NC(=CC1OCC1=CC=CC=C1)\C=C\C1=CC(=CC(=C1)F)F (E)-3,4-bis(benzyloxy)-6-(3,5-difluorostyryl)pyridazine